5-[5-(trifluoromethyl)pyridin-2-yl]-1,2,4-oxadiazol FC(C=1C=CC(=NC1)C1=NC=NO1)(F)F